O=C1CN(CC(N1)=O)C(CNCC#CC1=C(C=C(C=C1)NC(C1=CC(=C(C=C1)C)C#C)=O)C(F)(F)F)=O N-(4-(3-((2-(3,5-dioxopiperazin-1-yl)-2-oxoethyl)amino)prop-1-yn-1-yl)-3-(trifluoromethyl)phenyl)-3-ethynyl-4-methylbenzamide